tert-butyl 2-(3-(4-(tosyloxy)butoxy)propoxy)acetate S(=O)(=O)(C1=CC=C(C)C=C1)OCCCCOCCCOCC(=O)OC(C)(C)C